6-(1-methyl-1H-pyrrolo[2,3-b]pyridin-5-yl)-pyrimidin CN1C=CC=2C1=NC=C(C2)C2=CC=NC=N2